C(#N)C(C(=O)OCC)=C(C=CN(C)C)C ethyl 2-cyano-5-(dimethylamino)-3-methylpenta-2,4-dienoate